4-(4-Cyano-3-hydroxy-6-quinolin-8-yl-pyridin-2-yl)-4-oxo-butyric acid C(#N)C1=C(C(=NC(=C1)C=1C=CC=C2C=CC=NC12)C(CCC(=O)O)=O)O